ethyl 2-[5-(m-tolyl)-4-oxo-pyrrolo[2,1-f][1,2,4]triazin-3-yl]acetate C1(=CC(=CC=C1)C=1C=CN2N=CN(C(C21)=O)CC(=O)OCC)C